Ethyl (Z)-5-(4-(4-aminobutoxy)-3-hydroxybenzylidene)-4-oxo-2-(phenylamino)-4,5-dihydrothiophene-3-carboxylate NCCCCOC1=C(C=C(\C=C/2\C(C(=C(S2)NC2=CC=CC=C2)C(=O)OCC)=O)C=C1)O